rac-N-[(2-amino-quinolin-7-yl)methyl]-N-(2-methanesulfonylphenyl)oxolane-2-carboxamide NC1=NC2=CC(=CC=C2C=C1)CN(C(=O)[C@@H]1OCCC1)C1=C(C=CC=C1)S(=O)(=O)C |r|